ClC=1C(=C(CNC(C(N2CCC=3C=CC(=NC3C2)NC2=NC=CC=C2)=O)=O)C=CC1)F N-(3-chloro-2-fluorobenzyl)-2-oxo-2-(2-(pyridin-2-ylamino)-5,6-dihydro-1,7-naphthyridin-7(8H)-yl)acetamide